[Cl-].C[N+](C)(C)CCCCCCCCCCCCCCCC N,N,N-trimethyl-1-hexadecylammonium chloride